CC1=NC(=NC(=C1)C)N1C[C@@H]2[C@H](C1)CN(C2)C(=O)N2C(=CC1=CC=CC=C21)C2=NC=CC=C2 ((3aR,6aS)-5-(4,6-dimethylpyrimidin-2-yl)hexahydropyrrolo[3,4-c]pyrrol-2(1H)-yl)(2-(pyridin-2-yl)indol-1-yl)methanone